4-amino-2,2-dioxido-1H-benzo[c][1,2,6]thiadiazin NC=1C2=C(NS(N1)(=O)=O)C=CC=C2